OCC(C)(C)NC(=O)C=1C=2CC3C(C2NN1)C3 1a,2,5,5a-tetrahydro-1H-2,3-diaza-cyclopropa[a]pentalene-4-carboxylic acid (2-hydroxy-1,1-dimethyl-ethyl)-amide